(((2S,3R,4S,6R)-4-(dimethylamino)-3-hydroxy-6-methyltetrahydro-2H-pyran-2-yl)oxy)-8-methoxy-6,8,10,12,12-pentamethyl-11,13-dioxo-N-phenyl-1-oxa-4-azacyclotridecane-4-carboxamide CN([C@@H]1[C@H]([C@@H](O[C@@H](C1)C)OC1OC(C(C(C(CC(CC(CN(C1)C(=O)NC1=CC=CC=C1)C)(C)OC)C)=O)(C)C)=O)O)C